N-(Furan-2-ylmethyl)-10-hydroxy-N-methyl-10-((6-oxo-4-phenylpyrimidin-1(6H)-yl)methyl)-7-azaspiro[4.5]decane-7-carboxamide O1C(=CC=C1)CN(C(=O)N1CC2(CCCC2)C(CC1)(CN1C=NC(=CC1=O)C1=CC=CC=C1)O)C